N[C@](C(=O)O)(CC1=CC(=CC=C1)I)C (2S)-2-amino-3-(3-iodophenyl)-2-methylpropanoic acid